C(CCCC)OC(CCCCCO)OCCCCC 6,6-bis(pentyloxy)hexan-1-ol